FC1=C(C=C(C=N1)C(=O)N1CCN(CC1)C=1OC=2C(=NC(=CC2)C)N1)C (6-fluoro-5-methylpyridin-3-yl)(4-(5-methyloxazolo[4,5-b]pyridin-2-yl)piperazin-1-yl)methanone